BrC1=CC(=C(CC2=NC3=C(N2CCOC)C(=C(C=C3)C(=O)OC(C)(C)C)F)C=C1F)F tert-butyl 2-(4-bromo-2,5-difluorobenzyl)-7-fluoro-1-(2-methoxyethyl)-1H-benzo[d]imidazole-6-carboxylate